ClC=1C=CC(=NC1)C1(OC2=C(O1)C=CC=C2C=2CCN(CC2)C(=O)OCCCC)C butyl 4-[2-(5-chloropyridin-2-yl)-2-methyl-1,3-benzodioxol-4-yl]-3,6-dihydropyridine-1(2H)-carboxylate